OC(C)(C)C1=C2CCN(C2=CC=C1)C(CNC1=C(C=CC(=C1)C1=NC(=NS1)C)C)=O 1-(4-(2-hydroxypropan-2-yl)indolin-1-yl)-2-((2-methyl-5-(3-methyl-1,2,4-thiadiazol-5-yl)phenyl)amino)ethan-1-one